ClC=1C=CC(=NC1)OC1=CC=C(C=C1)C=1N=NN(N1)C[C@H](CO)NC(OC(C)(C)C)=O (R)-tert-Butyl (1-(5-(4-((5-chloropyridin-2-yl)oxy)phenyl)-2H-tetrazol-2-yl)-3-hydroxypropan-2-yl)carbamate